5-(4-((4'-chloro-[1,1'-biphenyl]-2-yl)methyl)piperazine-1-carbonyl)-6-fluoro-1-oxoisoindole ClC1=CC=C(C=C1)C1=C(C=CC=C1)CN1CCN(CC1)C(=O)C=1C=C2C=NC(C2=CC1F)=O